glutaconaldehyde C(C=CCC=O)=O